1-ethyl-1,4-dihydro-4-oxo-[1,3]dioxolo[4,5-g]cinnoline-3-carboxylic acid C(C)N1N=C(C(C2=CC3=C(C=C12)OCO3)=O)C(=O)O